C(C)C1=CC2=C(C3=CC=CC=C3C(=C2C=C1)OCCCCC)OCCCCC 2-ethyl-9,10-bis(n-pentyloxy)anthracene